(2,6-difluorobenzyl)-[4-dimethylaminomethyl-3-(6-methoxypyridazin-3-ylcarbamoyl)-5-(4-nitrophenyl) thiophen-2-yl]Ethyl carbamate C(N)(OCC(C=1SC(=C(C1C(NC=1N=NC(=CC1)OC)=O)CN(C)C)C1=CC=C(C=C1)[N+](=O)[O-])CC1=C(C=CC=C1F)F)=O